O=C1C=CC(=CN1CC(F)(F)F)C1=CN(CCC1)C(=O)OC(C)(C)C tert-Butyl 6'-oxo-1'-(2,2,2-trifluoroethyl)-1',5,6,6'-tetrahydro-[3,3'-bipyridine]-1(4H)-carboxylate